COC(=O)CCCCCCCC1CCC2C(C1)C3C2C4C3CC4 The molecule is methyl ester of 8-(tetracyclo[6.4.0.0(2,7).0(3,6)]dodec-10-yl)octanoate, an octanoic acid, which is terminally substituted by [3]-ladderane, a structure consisting out of three fused butane rings and one fused hexane ring. Ladderane fatty acid methyl esters are core lipids of anammox bacteria. It is a ladderane and a fatty acid methyl ester. It derives from a methyl octanoate.